N,N-didecyl-4-methylanilinium C(CCCCCCCCC)[NH+](C1=CC=C(C=C1)C)CCCCCCCCCC